C1N(CC2=CC=CC=C12)CC1=CC(=C(C=C1)O)S(=O)(=O)C 4-(isoindolin-2-yl-methyl)-2-(methylsulfonyl)phenol